BrC1=NC(=CC(=C1)OC)C#N 2-bromo-4-methoxy-6-cyano-pyridine